N-(1-cyanocyclopropyl)-3-(5-(difluoromethyl)-1,3,4-thiadiazol-2-yl)-8-((2S,5R)-2,5-dimethyl-4-(1-methylcyclopropane-1-carbonyl)piperazin-1-yl)imidazo[1,5-a]pyridine-6-sulfonamide C(#N)C1(CC1)NS(=O)(=O)C=1C=C(C=2N(C1)C(=NC2)C=2SC(=NN2)C(F)F)N2[C@H](CN([C@@H](C2)C)C(=O)C2(CC2)C)C